4-(7-chloro-3-quinolylamino)-2-{3-methoxy-4-[(1r,3r)-3-(dimethylamino)cyclobutoxy]phenylamino}pyrimidine ClC1=CC=C2C=C(C=NC2=C1)NC1=NC(=NC=C1)NC1=CC(=C(C=C1)OC1CC(C1)N(C)C)OC